C(C)(C)(C)C=1C=C(C=C(C1O)C(C)(C)C)C(C(=O)OCCCCCCO)(C)C1=CC(=C(C(=C1)C(C)(C)C)O)C(C)(C)C 1,6-hexanediol bis(3,5-di-tert-butyl-4-hydroxy-phenyl)propionate